C1(=CC=C(C=C1)N1C2=CC=CC=C2C=2C=C(C=CC12)C1=CC=C(C=C1)Br)C1=CC=CC=C1 9-([1,1'-biphenyl]-4-yl)-3-(4-bromophenyl)-9H-carbazole